3β-acetoxy-19-methoxymethyloxy-cholestan C(C)(=O)O[C@@H]1CC2CC[C@H]3[C@@H]4CC[C@H]([C@@H](CCCC(C)C)C)[C@]4(CC[C@@H]3[C@]2(CC1)COCOC)C